tert-butyl (S)-3-aminopimelate N[C@H](CC(=O)OC(C)(C)C)CCCC(=O)[O-]